ClC1=C(C(=CC=C1)Cl)N1C=2N(C3=C(C1=O)C=NC(=N3)NC3=CC(=C(C=C3)N3CCN(CCC3)C)CO)C=CN2 6-(2,6-dichlorophenyl)-2-{[3-(hydroxymethyl)-4-(4-methyl-1,4-diazepan-1-yl)phenyl]amino}imidazo[1,2-a]pyrimido[5,4-e]pyrimidin-5(6H)-one